(4-fluoro-2-hydroxyphenoxy)-N-(3-sulfamoylphenyl)-6-(trifluoromethyl)pyridazine-4-carboxamide FC1=CC(=C(OC=2N=NC(=CC2C(=O)NC2=CC(=CC=C2)S(N)(=O)=O)C(F)(F)F)C=C1)O